7-(5-methylthiophen-2-yl)-8-oxo-3,4-dihydro-1H-pyrido[2,1-c][1,4]Oxazine-9-carboxamide CC1=CC=C(S1)C=1C(C(=C2COCCN2C1)C(=O)N)=O